bipiperidine hydrate O.N1(CCCCC1)N1CCCCC1